4-((3-(1-Cyclopenten-1-yl)-1,6-dimethyl-1H-pyrazolo[3,4-d]pyrimidin-4-yl)aminomethyl)benzenesulfonamide C1(=CCCC1)C1=NN(C2=NC(=NC(=C21)NCC2=CC=C(C=C2)S(=O)(=O)N)C)C